(2,2,2-Trifluoro-1-(1-fluorocyclopropyl)ethyl)hydrazine FC(C(C1(CC1)F)NN)(F)F